6-chloro-2-[3-(difluoromethyl)-5-methyl-pyrazol-1-yl]-3-(1,3-dioxolan-2-yl)pyridine ClC1=CC=C(C(=N1)N1N=C(C=C1C)C(F)F)C1OCCO1